3-([1,1'-biphenyl]-4-yl)hexahydro-1H-[1,4]oxazino[3,4-c][1,4]oxazine C1(=CC=C(C=C1)C1CN2C(COCC2)CO1)C1=CC=CC=C1